5,6-dihydroxy-N-(4-isopropylbenzyl)-2-methylpyrimidine-4-carboxamide OC=1C(=NC(=NC1O)C)C(=O)NCC1=CC=C(C=C1)C(C)C